(R)-(1-(3-bromo-2-methoxyphenyl)ethyl)carbamic acid tert-butyl ester C(C)(C)(C)OC(N[C@H](C)C1=C(C(=CC=C1)Br)OC)=O